tert-butyl (3-(9-(4-(diethylamino)phenyl)-7-((4-(6-methyl-1,2,4,5-tetrazin-3-yl)benzyl)carbamoyl)-3-oxo-1,3-dihydro-2H-pyrrolo[3,4-b]indolizin-2-yl)propyl)carbamate C(C)N(C1=CC=C(C=C1)C=1C2=C(N3C=CC(=CC13)C(NCC1=CC=C(C=C1)C=1N=NC(=NN1)C)=O)C(N(C2)CCCNC(OC(C)(C)C)=O)=O)CC